pyridine-1-ium-3-carboxylate [NH+]1=CC(=CC=C1)C(=O)[O-]